(1-Bromo-3-(trifluoromethyl)-5,6-dihydroimidazo[1,5-a]pyrazin-7(8H)-yl)(4-chloro-1H-benzo[d]imidazol-2-yl)methanone BrC=1N=C(N2C1CN(CC2)C(=O)C2=NC1=C(N2)C=CC=C1Cl)C(F)(F)F